dioxaphosphepin-on O1OP(C=CC=C1)=O